[Cl-].[Cl-].N1=C(C=CC=C1)C1=CC=CC=N1.N1=C(C=CC=C1)C1=CC=CC=N1.N1=C(C=CC=C1)C1=CC=CC=N1 tri(2,6-bipyridine) dichloride